5-(6-phenylpyridin-2-yl)-3-(pyrrolidin-2-yl)-1,2,4-oxadiazole TFA salt OC(=O)C(F)(F)F.C1(=CC=CC=C1)C1=CC=CC(=N1)C1=NC(=NO1)C1NCCC1